CCC1(CO1)CCOC=1C=CC=NC1 5-(2-(epoxybutane-3-yl)ethoxy)pyridine